N1=C(C=NC=C1)N1CCN(CC1)C(=O)C1=CC=C(C=C1)NS(=O)(=O)C=1C=CC=C2C=CC=NC12 N-(4-(4-(pyrazine-2-yl)piperazine-1-carbonyl)phenyl)quinoline-8-sulfonamide